Cl.NCCNC(CCCC(=O)O)=O 5-((2-aminoethyl) amino)-5-oxopentanoate hydrochloride